2-(2-fluoro-4-iodoanilino)-5-formyl-1-methyl-6-oxopyridine-3-carboxylic acid methyl ester COC(=O)C1=C(N(C(C(=C1)C=O)=O)C)NC1=C(C=C(C=C1)I)F